4-(((6-(isoindolin-2-ylmethyl)-4-oxo-4H-pyran-3-yl)oxy)methyl)-N-isopropylbenzamide C1N(CC2=CC=CC=C12)CC1=CC(C(=CO1)OCC1=CC=C(C(=O)NC(C)C)C=C1)=O